C(C)OC1=C(C=CC(=C1C)F)[C@H]1[C@@H](O[C@]([C@H]1C)(C(F)(F)F)C)C(=O)NC1=CC=2N(C=C1)N=NN2 |r| rac-(2R,3S,4S,5R)-3-(2-ethoxy-4-fluoro-3-methylphenyl)-4,5-dimethyl-N-(tetrazolo[1,5-a]pyridin-7-yl)-5-(trifluoromethyl)tetrahydrofuran-2-carboxamide